5-[(1R)-1-(3,5-dichloro-4-pyridinyl)ethoxy]-3-(6-fluoro-3-pyridinyl)-1-tetrahydropyran-2-yl-indazole ClC=1C=NC=C(C1[C@@H](C)OC=1C=C2C(=NN(C2=CC1)C1OCCCC1)C=1C=NC(=CC1)F)Cl